C(C)(C)(C)OC(=O)N1CCC(C2=CC=CC(=C12)OC)N1C(N(C2=NC(=NC=C2C1)SC)CC(F)F)=O 4-[1-(2,2-difluoroethyl)-7-methylsulfanyl-2-oxo-4H-pyrimido[4,5-d]pyrimidin-3-yl]-8-methoxy-3,4-dihydro-2H-quinoline-1-carboxylic acid tert-butyl ester